C1(CC1)S(=O)(=O)C1=CC=2N(C=C1)C(=C(N2)C2=NC1=C(C(N(C(=C1)C(F)(F)F)C)=O)N2C)S(=O)(=O)CC 2-[7-(Cyclopropylsulfonyl)-3-(ethylsulfonyl)imidazo[1,2-a]pyridin-2-yl]-3,5-dimethyl-6-(trifluoromethyl)-3,5-dihydro-4H-imidazo[4,5-c]pyridin-4-one